tert-Butyl 4-(4-(trifluoromethyl)thiazol-2-yl)piperazine-1-carboxylate FC(C=1N=C(SC1)N1CCN(CC1)C(=O)OC(C)(C)C)(F)F